N-[4-(4-fluoro-1,3-benzooxazol-2-yl)phenyl]pyridine-2-carboxamide FC1=CC=CC2=C1N=C(O2)C2=CC=C(C=C2)NC(=O)C2=NC=CC=C2